6-(7,8-dihydro-5H-1,6-naphthyridin-6-yl)-5-methyl-N-(6-quinolylmethyl)pyridine N1=CC=CC=2CN(CCC12)C1=C(C=CCN1CC=1C=C2C=CC=NC2=CC1)C